(S)-benzyl 3-(((3-chloropyrazin-2-yl)methyl)carbamoyl)pyrrolidine-1-carboxylate ClC=1C(=NC=CN1)CNC(=O)[C@@H]1CN(CC1)C(=O)OCC1=CC=CC=C1